C1(CCC1)N1N=CC(=C1)C1=CC=CC(=N1)C(=O)NC=1C(=NC=C(C1)N1C[C@@H](CC1)C(C)(C)O)C(F)(F)F (R)-6-(1-cyclobutyl-1H-pyrazol-4-yl)-N-(5-(3-(2-hydroxypropan-2-yl)pyrrolidin-1-yl)-2-(trifluoromethyl)pyridin-3-yl)picolinamide